ethyl 4-methoxythieno[2',3':5,6]benzo[1,2-d]oxazole-7-carboxylate COC1=CC2=C(C=3N=COC31)C=C(S2)C(=O)OCC